C(C)OC1=CC=C(C2=CC=CC=C12)OCC 1,4-diethoxyNaphthalene